N-(1-(4-Cyclopropyl-1-(2-((1s,4s)-4-((3-methylpyridin-2-yl)oxy)cyclohexyl)ethyl)-1H-pyrazol-3-carbonyl)piperidin-4-yl)acetamid C1(CC1)C=1C(=NN(C1)CCC1CCC(CC1)OC1=NC=CC=C1C)C(=O)N1CCC(CC1)NC(C)=O